4-[4-[(2-allyloxyphenyl)methyl]-1-methyl-pyrazol-3-yl]-6-chloro-pyrimidin-2-amine C(C=C)OC1=C(C=CC=C1)CC=1C(=NN(C1)C)C1=NC(=NC(=C1)Cl)N